(S)-4-(5-(tert-butylsulfonyl)-5-azaspiro[3.4]octan-7-yl)-7-chloro-5-(2-(hydroxymethyl)thieno[3,2-b]pyridin-7-yl)-2H-benzo[b][1,4]oxazin-3(4H)-one C(C)(C)(C)S(=O)(=O)N1C2(CCC2)C[C@@H](C1)N1C2=C(OCC1=O)C=C(C=C2C2=C1C(=NC=C2)C=C(S1)CO)Cl